butyl 2-([3,4,6-trimethyl-5-[(4,4,5,5-tetramethyl-1,3,2-dioxaborolan-2-yl)methyl]pyridin-2-yl]oxy)acetate CC=1C(=NC(=C(C1C)CB1OC(C(O1)(C)C)(C)C)C)OCC(=O)OCCCC